N-((1H-pyrrolo[3,2-c]pyridine-2-yl)methyl)-2-(2-(4-((1,1-dioxidothietan-3-yl)oxy)phenyl)-6-oxo-5-((3-phenylpropyl)amino)pyrimidin-1(6H)-yl)acetamide N1C(=CC=2C=NC=CC21)CNC(CN2C(=NC=C(C2=O)NCCCC2=CC=CC=C2)C2=CC=C(C=C2)OC2CS(C2)(=O)=O)=O